BrC1=CC(=CC=2N(C(N(C21)C)=O)CC(=O)NC2=CC=C(C=C2)F)OC 2-(4-bromo-6-methoxy-3-methyl-2-oxo-2,3-dihydro-1H-benzo[d]imidazol-1-yl)-N-(4-fluorophenyl)acetamide